Tert-butyl N-[3-(4-cyclopropoxy-6-methoxypyrimidin-5-yl)-1-{[2-(trimethylsilyl)ethoxy]methyl}pyrrolo[2,3-b]pyridin-6-yl]carbamate C1(CC1)OC1=NC=NC(=C1C1=CN(C2=NC(=CC=C21)NC(OC(C)(C)C)=O)COCC[Si](C)(C)C)OC